ClC=1C=NC2=CC=C(N=C2C1C#N)N1[C@H](C[C@@H](C1)F)C1=C(C=CC(=C1)F)F 3-chloro-6-((2R,4S)-2-(2,5-difluorophenyl)-4-fluoropyrrolidin-1-yl)-1,5-naphthyridine-4-carbonitrile